3-((1R,5S,6r)-3-oxabicyclo[3.1.0]hexan-6-yl)-7-(1,2-dihydroxyethyl)-6-(2-fluorobenzyl)-3,6-dihydro-4H-pyrazolo[4,3-d][1,2,3]triazin-4-one [C@H]12COC[C@@H]2C1N1N=NC=2C(C1=O)=NN(C2C(CO)O)CC2=C(C=CC=C2)F